4-(4-methyl-1H-1,2,3-triazol-1-yl)benzonitrile CC=1N=NN(C1)C1=CC=C(C#N)C=C1